CC1=C(C(=O)P(C2=CC=C(C=C2)OC)(C2=CC=C(C=C2)OC)=O)C(=CC(=C1)C)C 2,4,6-trimethylbenzoyl-bis(4-methoxyphenyl)phosphine oxide